CNC(O[C@H]1C[C@H](CC1)C1=CC(=NN1)NC(CC=1C=NC(=CC1)OC)=O)=O (1R,3S)-3-(3-{[(6-methoxypyridin-3-yl)acetyl]amino}-1H-pyrazol-5-yl)cyclopentyl methylcarbamate